BrC1=CC=C2C=CN(C(C2=C1)=O)CC 7-bromo-2-ethylisoquinolin-1(2H)-one